di-n-propoxy bis(ethyl acetoacetate) zirconium [Zr].C(C)CC(CC(=O)OOCCC)=O.C(C)CC(CC(=O)OOCCC)=O